1-(4-((2-(4-(([1,1'-biphenyl]-2-ylcarbamoyl)oxy)piperidin-1-yl)ethyl)(methyl)carbamoyl)benzyl)piperidine-4-carboxylic acid C1(=C(C=CC=C1)NC(=O)OC1CCN(CC1)CCN(C(=O)C1=CC=C(CN2CCC(CC2)C(=O)O)C=C1)C)C1=CC=CC=C1